ClC=1C=C(C=CC1)C1=NC(=NO1)C1=NN(C(C=C1)=O)CC(=O)NCC 2-[3-[5-(3-chlorophenyl)-1,2,4-oxadiazol-3-yl]-6-oxopyridazin-1-yl]-N-ethylacetamide